(2S,4R)-1-[(2S)-2-[(tert-butoxycarbonyl)amino]-3,3-dimethylbutanoyl]-4-hydroxypyrrolidine-2-carboxylic acid C(C)(C)(C)OC(=O)N[C@H](C(=O)N1[C@@H](C[C@H](C1)O)C(=O)O)C(C)(C)C